C(C(C)(C)C)OB(O)C1=CC=CC=2SC3=CC=CC=C3SC12 Thianthren-1-ylboronic acid neopentyl ester